(Z)-3-fluoro-4-(5-methylpyridin-2-ylsulfonyl)but-2-en-1-amine dihydrochloride Cl.Cl.F\C(=C/CN)\CS(=O)(=O)C1=NC=C(C=C1)C